3-(tert-butyl)-[1,1'-biphenyl] C(C)(C)(C)C=1C=C(C=CC1)C1=CC=CC=C1